2-sulfoethyl acrylate potassium salt [K+].C(C=C)(=O)OCCS(=O)(=O)[O-]